COC(CC1=C(C=CC=C1C=C)F)=O.FC1=C(C(=CC=C1)C=C)C(C(=O)OC)O Methyl 2-(2-fluoro-6-vinylphenyl)-2-hydroxyacetate Methyl-2-(2-fluoro-6-vinylphenyl)acetate